C1(=CC=CC=C1)C1=C(C=CC=C1)S 2-phenylthiophenol